methyl (E)-6-(3-((E)-3-(2-(4-fluorophenoxy)thiazol-5-yl)-2-methylacryloyl)-4-hydroxy-2-oxo-2H-pyran-6-yl)hex-2-enoate FC1=CC=C(OC=2SC(=CN2)/C=C(/C(=O)C=2C(OC(=CC2O)CCC/C=C/C(=O)OC)=O)\C)C=C1